ClC=1C(=NC=CC1)/C=C/S(=O)(C1=NC=CC(=C1)OC)=N (E)-(2-(3-chloropyridin-2-yl)vinyl)(imino)(4-methoxypyridin-2-yl)-λ6-sulfanone